CC1(C(CN2C[C@@H](C[C@@H]12)F)=C)C methyl-(6R,7aS)-6-fluoro-1-methyl-2-methylenetetrahydro-1H-pyrrolizine